2',4',6'-trimethylspiro[cyclopropane-1,5'-inden] CC=1C=C2C=C(C3(C(=C2C1)C)CC3)C